FC1=C(C(=O)NC)C=CC(=C1)NC1=NC=CC(=N1)C1=CN=C(N1C(C)C)C 2-fluoro-4-(4-(1-isopropyl-2-methyl-1H-imidazol-5-yl)pyrimidin-2-ylamino)-N-methylbenzamide